C1([C@@H](O)[C@H](O)[C@H](O)[C@@H](O1)C)[C@@]1(C(O)O[C@@H]([C@H]([C@@]1(O)C1[C@@H](O)[C@H](O)[C@H](O)[C@@H](O1)C)O[C@H]1[C@H](O)[C@@H](O)[C@@H](O)[C@H](O1)CO)CO)O 2,3-difucosyllactose